N-(6-(2,6-dichloro-3,5-dimethoxyphenyl)-2-(methylthio)pyrido[3,4-d]pyrimidin-8-yl)tetrahydrofuran-2-carboxamide ClC1=C(C(=C(C=C1OC)OC)Cl)C1=CC2=C(N=C(N=C2)SC)C(=N1)NC(=O)C1OCCC1